tert-butyl 2-((((9H-fluoren-9-yl)methoxy)carbonyl)amino)-2-(2-fluoro-3-(trifluoromethoxy)phenyl)acetate C1=CC=CC=2C3=CC=CC=C3C(C12)COC(=O)NC(C(=O)OC(C)(C)C)C1=C(C(=CC=C1)OC(F)(F)F)F